(R)-N-((R/S)-1-(2-fluoro-3-methyl-5-nitrophenyl)ethyl)-2-methylpropane-2-sulfinamide FC1=C(C=C(C=C1C)[N+](=O)[O-])[C@@H](C)N[S@](=O)C(C)(C)C |&1:11|